[Mg+2].CS(=O)(=O)[O-].CS(=O)(=O)O.CS(=O)(=O)[O-] Trimethanesulfonic acid magnesium salt